O(C1=CC=CC=C1)CC(C)O 1-Phenoxy-propan-2-ol